CS(=O)(=O)OCC1=CC(=NN1CCSC(C)=O)[N+](=O)[O-] thioacetic acid S-(2-(5-(((methylsulfonyl) oxy) methyl)-3-nitro-1H-pyrazol-1-yl) ethyl) ester